N-propionyldithiocarbamic acid methyl ester CSC(NC(CC)=O)=S